4-(2-propyl-2H-tetrazol-5-yl)benzaldehyde C(CC)N1N=C(N=N1)C1=CC=C(C=O)C=C1